2-((5-(1-(2-((tert-butyldimethylsilyl)oxy)ethyl)piperidin-4-yl)-7-fluorobenzo[d]oxazol-2-yl)amino)quinoline-6-carbonitrile [Si](C)(C)(C(C)(C)C)OCCN1CCC(CC1)C=1C=C(C2=C(N=C(O2)NC2=NC3=CC=C(C=C3C=C2)C#N)C1)F